CN(C(C(=O)C=1C=C(C(=O)N2[C@H](CC2)C(=O)NC=2SC=C(N2)C2=CC(=CC=C2)C2=CC(=NC(=C2)C)C)C=CC1)=O)C (R)-1-(3-(2-(dimethylamino)-2-oxoacetyl)benzoyl)-N-(4-(3-(2,6-dimethylpyridin-4-yl)phenyl)thiazol-2-yl)azetidine-2-carboxamide